2-(3-Chloro-2-(3-methoxy-4-(((tetrahydro-2H-pyran-4-yl)amino)methyl)phenyl)pyridin-4-yl)-6-(6-methoxy-5-(((tetrahydro-2H-pyran-4-yl)amino)methyl)pyridin-2-yl)benzonitrile ClC=1C(=NC=CC1C1=C(C#N)C(=CC=C1)C1=NC(=C(C=C1)CNC1CCOCC1)OC)C1=CC(=C(C=C1)CNC1CCOCC1)OC